acrylonitrile (Acrylate) C(C=C)(=O)O.C(C=C)#N